7-bromo-2-(methoxymethyl)-1-nitro-naphthalene BrC1=CC=C2C=CC(=C(C2=C1)[N+](=O)[O-])COC